(3E)-1-chloro-11,11-diethoxy-3-undecene ClCC\C=C\CCCCCCC(OCC)OCC